C1(CCCC1)N1N=C(C=C1C1=C(C=CC=C1)C(F)(F)F)C(=O)N[C@@H](CCN1CC2C(C2C1)(F)F)[C@@H](C)C1=NN=NN1 1-cyclopentyl-N-[(3S,4R)-1-{6,6-difluoro-3-azabicyclo[3.1.0]hexan-3-yl}-4-(1H-1,2,3,4-tetrazol-5-yl)pentan-3-yl]-5-[2-(trifluoromethyl)phenyl]-1H-pyrazole-3-carboxamide